N-(4-(3-(piperidin-1-yl)cyclobutoxy)phenyl)acetamide N1(CCCCC1)C1CC(C1)OC1=CC=C(C=C1)NC(C)=O